COC(O[C@]1(O[C@H]([C@@H]([C@@H]1O)O)C1=CC=C2C(=NC=NN21)N)C#N)=O carbonic acid ((2R,3S,4R,5S)-5-(4-aminopyrrolo[2,1-f][1,2,4]triazin-7-yl)-2-cyano-3,4-dihydroxytetrahydrofuran-2-yl) methyl ester